COC=1C=C2C=C(N(C2=CC1)C)C(=O)N[C@@H](CC1=CC=CC=C1)C(=O)O N-[(5-Methoxy-1-methyl-1H-indol-2-yl)carbonyl]-L-phenylalanine